COC(=O)C1(OC(CCC1)OC1=C(C=C(C=C1)CO)NC(CCNC(=O)OCC1C2=CC=CC=C2C=2C=CC=CC12)=O)OC(C)=O (acetoxy)-6-[2-(3-[[(9H-fluoren-9-ylmethoxy)carbonyl]amino]-propionamido)-4-(hydroxymethyl)phenoxy]oxane-2-carboxylic acid methyl ester